Cl.FC=1C=CC(=C(C1)C1CCNCC1)C(F)(F)F 4-(5-fluoro-2-(trifluoromethyl)phenyl)piperidine hydrochloride